(S)-N-(5-hydroxy-1,2,3,4-tetrahydronaphthalen-2-yl)-2-(3-hydroxy-2-ethyl-4-oxopyridin-1(4H)-yl)-N-propylacetamide OC1=C2CC[C@@H](CC2=CC=C1)N(C(CN1C(=C(C(C=C1)=O)O)CC)=O)CCC